4-Chloro-5-methyl-1H-pyrazole ClC=1C=NNC1C